N-(5-(3-chlorobenzyl)pyridin-2-yl)-6-cyanonicotinamide ClC=1C=C(CC=2C=CC(=NC2)NC(C2=CN=C(C=C2)C#N)=O)C=CC1